7-bromobenzo[D][1,3]dioxol BrC1=CC=CC2=C1OCO2